SC(CCO)(C)C 3-mercapto-3-methylbutan-1-ol